4-((1s,3r)-3-(1-isopropyl-3-(5-(trifluoromethyl)pyridin-3-yl)-1H-pyrazol-5-yl)cyclopentyl)-1,4-oxaazepane C(C)(C)N1N=C(C=C1[C@H]1C[C@H](CC1)N1CCOCCC1)C=1C=NC=C(C1)C(F)(F)F